2-chloro-5-(2,2-dichloro-3-(3-chloro-5-(pentafluoro-λ6-sulfanyl)phenyl)cyclopropane-1-carboxamido)benzamide ClC1=C(C(=O)N)C=C(C=C1)NC(=O)C1C(C1C1=CC(=CC(=C1)S(F)(F)(F)(F)F)Cl)(Cl)Cl